CON(C(=O)C=1C=C2C=CC(=NC2=CC1)C)C N-methoxy-N,2-dimethylquinoline-6-carboxamide